C(C)(C)(C)OC(N[C@H]1[C@@H](C[C@@H](CC1)NC1=C2CN(C(C2=CC=C1)=O)C=1C(=NC(=CC1)OCC1=CC=CC=C1)OCC1=CC=CC=C1)F)=O tert-butyl((1R,2R,4R)-4-((2-(2,6-bis(benzyloxy)pyridin-3-yl)-1-oxoisoindolin-4-yl)amino)-2-fluorocyclohexyl)carbamate